(Z)-hex-2-en-1-yl 8-bromooctanoate BrCCCCCCCC(=O)OC\C=C/CCC